2-bromo-6-fluorobenzamide BrC1=C(C(=O)N)C(=CC=C1)F